CC1=CC=C(C=C1)S(=O)(=O)C(C1=C(C=CC=C1)F)[N+]#[C-] α-(p-toluenesulfonyl)-2-fluorobenzyl isocyanide